ClC=1C=C(C=CC1F)C1CC2=C(S1(=O)=O)C(=CC=C2C(=O)N)F (3-chloro-4-fluorophenyl)-7-fluoro-2,3-dihydrobenzo[b]thiophene-4-carboxamide 1,1-dioxide